(6-(4-((4-(1H-pyrazol-4-yl)phenyl)-amino)-pyrimidin-2-yl)-1H-indol-2-yl)-(morpholino)-methanone N1N=CC(=C1)C1=CC=C(C=C1)NC1=NC(=NC=C1)C1=CC=C2C=C(NC2=C1)C(=O)N1CCOCC1